anisalacetone CC(=O)/C=C/C1=CC=C(C=C1)OC